C1(CC2C(CC1)O2)[Si](OCC)(OCC)OCC (3,4-epoxycyclohexyl)triethoxysilane